tert-butyl 3-(1-(3-fluoro-5-(2-(6-(trifluoromethyl)pyridin-2-yl)acetamido)pyridin-2-yl)-1H-imidazol-4-yl)morpholine-4-carboxylate FC=1C(=NC=C(C1)NC(CC1=NC(=CC=C1)C(F)(F)F)=O)N1C=NC(=C1)C1N(CCOC1)C(=O)OC(C)(C)C